FC(C1=CN=NC(=C1)N1C[C@H](OCC1)CO)F 4-(difluoromethyl)-6-[(2S)-2-(hydroxymethyl)morpholin-4-yl]pyridazin